C(N)(OCCOCCOCCOCCC(=O)ON1C(CCC1=O)=O)=O {2-[2-(2-{3-[(2,5-dioxopyrrolidin-1-yl) oxy]-3-oxopropoxy} ethoxy) ethoxy] ethyl} carbamate